C1(CCC1)NC(COC1=CC(=CC=C1)C1=NC(=C(C(=N1)NC=1C=C2C=NNC2=CC1)C)C)=O N-cyclobutyl-2-[3-[4-(1H-indazol-5-ylamino)-5,6-dimethylpyrimidin-2-yl]phenoxy]acetamide